C(CCCCCCC(=O)O)(=O)SCCNC(CCNC([C@@H](C(COP(OP(OC[C@@H]1[C@H]([C@H]([C@@H](O1)N1C=NC=2C(N)=NC=NC12)O)OP(=O)(O)O)(=O)O)(=O)O)(C)C)O)=O)=O suberyl-coa